(3,5-dibromo-6-methylpyrazin-2-yl)-2-phenylacetimidamide BrC=1C(=NC(=C(N1)Br)C)C(C(N)=N)C1=CC=CC=C1